2-[[3-(4-carboxyphenoxy)-2,2-bis[(4-carboxyphenoxy)methyl]propoxy]methyl]-2-[(4-carboxyphenoxy)methyl]-1,3-propanediol C(=O)(O)C1=CC=C(OCC(COCC(CO)(CO)COC2=CC=C(C=C2)C(=O)O)(COC2=CC=C(C=C2)C(=O)O)COC2=CC=C(C=C2)C(=O)O)C=C1